2,3,5-Trifluoro-4-hydroxy-N-{[(1r,4r)-4-{6-[4-(trifluoromethyl)-1H-pyrazol-1-yl]-2H-indazol-2-yl}cyclohexyl]methyl}benzamide, trifluoroacetate salt FC(C(=O)O)(F)F.FC1=C(C(=O)NCC2CCC(CC2)N2N=C3C=C(C=CC3=C2)N2N=CC(=C2)C(F)(F)F)C=C(C(=C1F)O)F